COCC1(CCCC1)CO [1-(methoxymethyl)cyclopentyl]methanol